C(C)(C)(C)OC(=O)N(CCC1=NC(=CC=C1[N+](=O)[O-])OC)CC1=C(C=CC(=C1)F)NC1=C(C(=O)OC)C=C(C(=C1)C(F)(F)F)Cl methyl 2-((2-(((tert-butoxycarbonyl) (2-(6-methoxy-3-nitropyridin-2-yl) ethyl)-amino) methyl)-4-fluorophenyl) amino)-5-chloro-4-(trifluoromethyl)-benzoate